1,3-di-t-butyl-1H-imidazol-3-ium tetrafluoroborate F[B-](F)(F)F.C(C)(C)(C)N1C=[N+](C=C1)C(C)(C)C